O1[C@H](C1)C(=O)OC methyl (R)-oxirane-2-carboxylate